NC=1C2=C(N=CN1)N(C=C2C=2C(=C1CCN(C1=CC2)C(=O)OC(C)(C)C)Cl)C2CC2 TERT-BUTYL 5-(4-AMINO-7-CYCLOPROPYL-7H-PYRROLO[2,3-D]PYRIMIDIN-5-YL)-4-CHLOROINDOLINE-1-CARBOXYLATE